[4-[([4-[1-methyl-4-(trifluoromethyl)-1H-imidazol-2-yl]phenyl]methyl)amino]-2-[2-(propan-2-yl)phenyl]pyrimidin-5-yl]methanol CN1C(=NC(=C1)C(F)(F)F)C1=CC=C(C=C1)CNC1=NC(=NC=C1CO)C1=C(C=CC=C1)C(C)C